O(C1=CC=CC=C1)C=1C=C(C2=CC=C(N)C=C2)C=CC1N 3'-phenoxybenzidine